CNC1=NC=C2C#CC=3C=CN=CC3OCCCCOC=3C=CC=C(NC=4N=CC1=C2C4)N3 N-methyl-8,13-dioxa-2,16,24,28,31-pentazapentacyclo[20.6.2.13,7.014,19.026,30]hentriaconta-1(29),3,5,7(31),14(19),15,17,22,24,26(30),27-undecaen-20-yn-25-amine